(E)-3-(2-(3,4-difluorophenyl)-5-fluoropyridin-4-yl)acrolein FC=1C=C(C=CC1F)C1=NC=C(C(=C1)/C=C/C=O)F